N-(2-(isoquinolin-1-yl)propan-2-yl)-2-(1-methylpyrrolidin-2-yl)acetamide C1(=NC=CC2=CC=CC=C12)C(C)(C)NC(CC1N(CCC1)C)=O